1-methyl-1-propanesulfonate potassium salt [K+].CC(CC)S(=O)(=O)[O-]